N,N-dimethyl-(1-phenyl-2,2,2-trifluoroethoxytrimethylsilyl)-amine CN(C)[Si](COC(C(F)(F)F)C1=CC=CC=C1)(C)C